2-(3,4-dichlorobenzamido)-3-(1,2-dihydro-2-oxo-4-quinolinyl)propionic acid ClC=1C=C(C(=O)NC(C(=O)O)CC2=CC(NC3=CC=CC=C23)=O)C=CC1Cl